NCC1=C(C=C(C=C1)C1=C(C=NC=C1)N1CCN(CC1)C(\C=C\CN(C)C)=O)C(F)F (E)-1-(4-(4-(4-(aminomethyl)-3-(difluoromethyl)phenyl)pyridin-3-yl)piperazin-1-yl)-4-(dimethylamino)but-2-en-1-one